C1(=CC=CC=C1)C(C1=CC=CC=C1)=NC(C#N)CC=1C=C2C=NN(C2=CC1)C1OCCCC1 2-((diphenylmethylene)amino)-3-(1-(tetrahydro-2H-pyran-2-yl)-1H-indazol-5-yl)propionitrile